2,4,6-trimethylbenzene-1-sulfonamide CC1=C(C(=CC(=C1)C)C)S(=O)(=O)N